C(C=1C(C(=O)O)=CC=CC1)(=O)O.C(C=1C(C(=O)O)=CC=CC1)(=O)O.C[SiH2]C dimethylsilane diphthalate